C(C)N1C[C@@H]2[C@@H](OCCN2C2=CC=C(N=N2)C2=C(C=C(C=C2C)Cl)O)CC1 2-[6-[(4aR,8aS)-6-ethyl-3,4a,5,7,8,8a-hexahydro-2H-pyrido[4,3-b][1,4]oxazin-4-yl]pyridazin-3-yl]-5-chloro-3-methyl-phenol